NC[C@@H]1CC[C@H](CC1)CNC(OC(C)(C)C)=O tert-butyl ((trans-4-(aminomethyl)cyclohexyl)methyl)carbamate